3,6,8,11-tetraoxododecane-1-ol O=C(CCO)CCC(CC(CCC(C)=O)=O)=O